C1=CC(=CC=C1N=NC2=C(C3=C(C(=C(C=C3C=C2S(=O)(=O)[O-])S(=O)(=O)[O-])N=NC4=CC=C(C=C4)S(=O)(=O)CCOS(=O)(=O)[O-])N)O)S(=O)(=O)CCOS(=O)(=O)[O-].[Na+].[Na+].[Na+].[Na+] The molecule is a bis(azo) compound with two aryldiazenyl moieties placed at positions 2 and 7 of a multi-substituted naphthalene. It has a role as a dye. It is a bis(azo) compound, a sulfone and an organic sodium salt. It contains a remazole black-GR (4-).